1-(2-chloroacetyl)-7-(4-fluorobenzyl)-2-methyl-2,3-dihydro-1H-pyrido[2,3-b][1,4]oxazin ClCC(=O)N1C2=C(OCC1C)N=CC(=C2)CC2=CC=C(C=C2)F